tert.butyl hydroperoxide C(C)(C)(C)OO